acetic acid-1-methylheptyl ester CC(CCCCCC)OC(C)=O